2,4-dichloro-terephthalic acid ClC1=C(C(=O)O)C=CC(C1)(C(=O)O)Cl